ClC1=CC=C2\C(\C(NC2=C1)=O)=C/C1=CC(=CC=C1)C(F)(F)F (E)-6-chloro-3-(3-(trifluoromethyl)benzylidene)indol-2-one